2-((4-methyl-3-oxo-3,4-dihydropyrido[2,3-b]pyrazin-6-yl)oxy)acetaldehyde CN1C2=C(N=CC1=O)C=CC(=N2)OCC=O